C(#N)C(=C)C1=CC=CC=C1 cyanophenylethene